(E)-3-(3,4-dichloro-2-fluorophenyl)-9-((1-(4-(dimethylamino)but-2-enoyl)piperidin-4-yl)oxy)-8-methoxy-1H-pyrimido[4,5,6-de]quinazolin-2(3H)-one ClC=1C(=C(C=CC1Cl)N1C(NC2=C(C(=CC=3C2=C1N=CN3)OC)OC3CCN(CC3)C(\C=C\CN(C)C)=O)=O)F